NC1=C(SC2=NC=C(C=C21)Cl)C(=O)OC methyl 3-amino-5-chlorothieno[2,3-b]pyridine-2-carboxylate